ClC1=CC2=C(C3=CC(=CC=C3N=C2C=C1)NC1=CC=C(C=C1)Cl)NCCNC(OC(C)(C)C)=O tert-butyl (2-((2-chloro-7-((4-chlorophenyl)amino)acridin-9-yl)amino)ethyl)carbamate